(1R,4R)-4-tert-butoxycyclohexylamine C(C)(C)(C)OC1CCC(CC1)N